CC1(O[C@@H]2[C@H](O1)CS[C@H]2N2C=C(C1=C2N=CN=C1N)I)C 7-((3aR,4R,6aS)-2,2-dimethyltetrahydrothieno[3,4-d][1,3]dioxol-4-yl)-5-iodo-7H-pyrrolo[2,3-d]pyrimidine-4-amine